COC=1C=C(OC2=C(C=C(C=C2)NC(=O)NC2CCC(CC2)C)C=2N=NN(N2)C(C2=CC=CC=C2)(C2=CC=CC=C2)C2=CC=CC=C2)C=CC1OC 1-(4-(3,4-dimethoxyphenoxy)-3-(2-trityl-2H-tetrazol-5-yl)phenyl)-3-(4-methylcyclohexyl)urea